N-(4-iodophenyl)-acrylamide IC1=CC=C(C=C1)NC(C=C)=O